(S)-8-(6-(3,5-dimethylisoxazol-4-yl)-4-(3-phenylmorpholino)quinazolin-2-yl)-2-methyl-2,8-diazaspiro[4.5]decan-1-one CC1=NOC(=C1C=1C=C2C(=NC(=NC2=CC1)N1CCC2(CCN(C2=O)C)CC1)N1[C@H](COCC1)C1=CC=CC=C1)C